(t-butoxycarbonyl)-L-threonine C(C)(C)(C)OC(=O)N[C@@H]([C@H](O)C)C(=O)O